(3S)-N-hydroxy-4-({4-[(4-hydroxy-2-butynyl)oxy]phenyl}sulfonyl)-2,2-dimethyl-3-thiomorpholinecarboxamide ONC(=O)[C@@H]1N(CCSC1(C)C)S(=O)(=O)C1=CC=C(C=C1)OCC#CCO